1H-benzotriazol-1-yloxytripyrrolidino-phosphonium hexafluorophosphate F[P-](F)(F)(F)(F)F.N1(N=NC2=C1C=CC=C2)O[P+](N2CCCC2)(N2CCCC2)N2CCCC2